C(C)OC(CC1(COC1)C1=CC=C2CN(C(C2=C1)=O)C(=O)OC(C)(C)C)=O tert-Butyl 6-(3-(2-ethoxy-2-oxoethyl) oxetan-3-yl)-1-oxoisoindoline-2-carboxylate